NC1=CC=C(C=C1)CCN 4-aminophenylethylamine